CN(C=1C=C(C2=C(N(C(N(C2=O)C)=O)C)N1)NCC(=O)NC=1C=C(C=CC1)C)C 2-{[7-(dimethylamino)-1,3-dimethyl-2,4-dioxo-1,2,3,4-tetrahydropyrido[2,3-d]pyrimidin-5-yl]amino}-N-(m-tolyl)acetamide